C1(CC1)S(=O)(=O)C=1C=CC(=C(C1)C=1C2=C(C(N(C1)C)=O)NC=C2)OC2=C(C=C(C=C2)F)F 4-[5-(cyclopropylsulfonyl)-2-(2,4-difluorophenoxy)phenyl]-6-methyl-1,6-dihydro-7H-pyrrolo[2,3-c]pyridin-7-one